N[C@@H](C1=CC(=NC=C1)NC(OC(C)(C)C)=O)C1CC1 tert-butyl (R)-(4-(amino(cyclopropyl)methyl)pyridin-2-yl)carbamate